N=C1SCCCN1C=1C=C(C=CC1)O 3-(2-Imino-1,3-thiazinan-3-yl)phenol